C(CNC(=O)C1=CC=CC=C1)(=O)O.FC1=C(C=CC(=C1)F)C1=C(C(=CN1S(=O)(=O)C1=CC(=CC=C1)F)CNC)OC 1-(5-(2,4-difluorophenyl)-1-((3-fluorophenyl)sulfonyl)-4-methoxy-1H-pyrrol-3-yl)-N-methyl-methylamine hippurate